COC1=CC=C2C(=NN(C2=C1)C=1C=NC=CC1)C(C)N1N=C(C=2C1=NC=NC2N)C (1-(6-methoxy-1-(pyridin-3-yl)-1H-indazol-3-yl)ethyl)-3-methyl-1H-pyrazolo[3,4-d]pyrimidin-4-amine